5-[(1R)-1-hydroxy-2-[(3S,4S)-3-[(4-methanesulfonylphenoxy)methyl]-4-methylpyrrolidin-1-yl]ethyl]benzene O[C@@H](CN1C[C@H]([C@@H](C1)C)COC1=CC=C(C=C1)S(=O)(=O)C)C=1C=CC=CC1